(2RS)-2-amino-3-hydroxypropionyl-hydrazine N[C@@H](C(=O)NN)CO |r|